(E)-4-(6-trifluoromethylpyridin-3-yl)methylene-5-methyl-2-phenyl-2,4-dihydro-3H-pyrazol-3-one FC(C1=CC=C(C=N1)\C=C/1\C(N(N=C1C)C1=CC=CC=C1)=O)(F)F